5-(6-fluoro-1-methyl-1H-[1,2,3]triazolo[4,5-c][2,6]naphthyridin-5-yl)-9-((1-methylcyclopropyl)ethynyl)-2,3,4,5-tetrahydrobenzo[b][1,4]oxazepine FC1=CN=CC=2C3=C(N=C(C12)N1C2=C(OCCC1)C(=CC=C2)C#CC2(CC2)C)N=NN3C